tert-butyl 4-((4-((S)-4-propenoyl-3-(cyanomethyl) piperazin-1-yl)-2-(((S)-1-methylpyrrolidin-2-yl) methoxy) imidazo[2,1-f][1,2,4]triazin-7-yl) methyl)-1H-indazole-1-carboxylate C(C=C)(=O)N1[C@H](CN(CC1)C1=NC(=NN2C1=NC=C2CC2=C1C=NN(C1=CC=C2)C(=O)OC(C)(C)C)OC[C@H]2N(CCC2)C)CC#N